1,1-diethyl-3-(6-(3-(2-morpholinoethyl)-4-oxo-3,4-dihydroquinazolin-6-yl)-1H-benzo[d]imidazol-2-yl)urea C(C)N(C(=O)NC1=NC2=C(N1)C=C(C=C2)C=2C=C1C(N(C=NC1=CC2)CCN2CCOCC2)=O)CC